C(C)(=O)N1CCN(CC1)C1=CC(=C(C=C1)NC1=NC=CC(=N1)N1N=CC(=C1)NC(=O)N[C@H](CO)C1=CC(=CC=C1)Cl)OC (S)-1-(1-(2-((4-(4-acetylpiperazin-1-yl)-2-methoxy-phenyl)amino)pyrimidin-4-yl)-1H-pyrazol-4-yl)-3-(1-(3-chlorophenyl)-2-hydroxyethyl)urea